N-(3-(3-fluorophenyl)propyl)-6-methyl-2-(trifluoromethyl)thieno[2,3-d]pyrimidin-4-amine FC=1C=C(C=CC1)CCCNC=1C2=C(N=C(N1)C(F)(F)F)SC(=C2)C